2,4-dichlorophenoxy acetate C(C)(=O)OOC1=C(C=C(C=C1)Cl)Cl